3-(6-chloro-1-hydroxy-2,3,1-benzodiazaborinine-2-carbonyl)-1-ethyl-quinolin-4-one ClC=1C=CC2=C(C=NN(B2O)C(=O)C2=CN(C3=CC=CC=C3C2=O)CC)C1